BrC1=CC=C(C=C1)C=1C(=NC2(N1)CCN(CC2)CC=2C=NN(C2)C(C)C)SCC(=O)NC=2C=NC1=CC=CC=C1C2 2-((3-(4-bromophenyl)-8-((1-isopropyl-1H-pyrazol-4-yl)methyl)-1,4,8-triazaspiro[4.5]deca-1,3-dien-2-yl)thio)-N-(quinolin-3-yl)acetamide